ClC1=C(C=C(C=C1)Br)C(=O)C1=CC=C(C=C1)F (2-chloro-5-bromophenyl)(4-fluorophenyl)methanone